3-(4-(2-chlorobenzyl)-5-oxo-4,5-dihydro-[1,2,4]triazolo[4,3-a]quinazolin-1-yl)-4-hydroxybenzoic acid ClC1=C(CN2C=3N(C4=CC=CC=C4C2=O)C(=NN3)C=3C=C(C(=O)O)C=CC3O)C=CC=C1